N1=NC=CC2=CC(=CC=C12)C1=CNC=2N=C(N=C(C21)OC)NC2CCC(CC2)NC(C)=O N-((1s,4s)-4-((5-(cinnolin-6-yl)-4-methoxy-7H-pyrrolo[2,3-d]pyrimidin-2-yl)amino)cyclohexyl)acetamide